(5-fluoroisoindolin-2-yl)-3-isopropyl-7-(1H-pyrazol-4-yl)-N-(3-((tetrahydro-2H-pyran-4-yl)oxy)phenyl)pyrazolo[1,5-a]pyrimidine-2-carboxamide FC=1C=C2CN(CC2=CC1)C1=NC=2N(C(=C1)C=1C=NNC1)N=C(C2C(C)C)C(=O)NC2=CC(=CC=C2)OC2CCOCC2